COC1=CC=C(C=C1)\C=N\NC(OC(C)(C)C)=O tert-butyl N-[(E)-(4-methoxyphenyl)methyleneamino]-carbamate